2-(2-(methoxymethoxy)bicyclo[4.2.0]octa-1,3,5-trien-3-yl)-4,4,5,5-tetramethyl-1,3,2-dioxaborolane COCOC1=C2CCC2=CC=C1B1OC(C(O1)(C)C)(C)C